N-isopropylidene-D-phenylglycinol C(C)(C)=N[C@H](C1=CC=CC=C1)CO